6''-bromo-2'',3''-dihydrodispiro[imidazolidine-4,1'-cyclohexane-4',5''-indeno[5,6-b]furan]-2,5-dione BrC=1C2(C3=CC4=C(OCC4)C=C3C1)CCC1(CC2)NC(NC1=O)=O